decahydrotrimethylnaphthofuranol CC1(OC2C(C1(O)C)=C1CCCCC1CC2)C